N-(4,4-difluoro-1,1-dioxo-3,4-dihydro-2H-1λ6-benzothiopyran-8-yl)-6-(trifluoro-methyl)pyridine-3-carboxamide FC1(CCS(C2=C1C=CC=C2NC(=O)C=2C=NC(=CC2)C(F)(F)F)(=O)=O)F